6-(2-fluorophenyl)-4H-pyrazolo[1,5-a][1,4]benzodiazepine-2-carboxylic acid FC1=C(C=CC=C1)C1=NCC=2N(C3=C1C=CC=C3)N=C(C2)C(=O)O